1-(3,8-diazabicyclo[3.2.1]octan-3-yl)-6-(8-ethynyl-7-fluoro-3-hydroxy-1-naphthyl)-5-fluoro-8-methoxy-3-methyl-2,7-naphthyridine-4-carbonitrile C12CN(CC(CC1)N2)C2=NC(=C(C1=C(C(=NC(=C21)OC)C2=CC(=CC1=CC=C(C(=C21)C#C)F)O)F)C#N)C